[N+](=[N-])=CC(CC[C@@H](C(=O)OC(C)C)NC([C@H](C(C)(C)C)OCC)=O)=O isopropyl (S)-6-diazo-2-((S)-2-ethoxy-3,3-dimethylbutanamido)-5-oxohexanoate